C1(CCC1)CNCC=1C=CC=2N(C1)C=C(N2)CN2N=NC(=C2)C=2C(=C(C=NC2)N)N 5-(1-((6-(((cyclobutylmethyl)amino)methyl)imidazo[1,2-a]pyridin-2-yl)methyl)-1H-1,2,3-triazole-4-yl)pyridine-3,4-diamine